N1N=C(C=C1)CO 1H-pyrazole-3-methanol